[Cl-].[Cl-].CC1(C(=C(C(=C1CCC)C)C)C)[Zr+2]C1C(=CC2=C(C=CC(=C12)C)C)C (1,2,3,4-tetramethyl-5-n-propylcyclopentadienyl)(2,4,7-trimethylindenyl)zirconium dichloride